FC1=C(C=C(C=C1)F)C1=C(C(=NC=C1)N1CCOCC1)NC(=O)C=1C=NC(=NC1)C(C)C N-(4-(2,5-difluorophenyl)-2-morpholinopyridin-3-yl)-2-isopropylpyrimidin-5-carboxamide